ClC=1C=2N(C=CC1)N=C(C2)[C@@H]2N(CCC1=C2N=CN1)C(=O)C=1OC(=NN1)C(C)(C)O (R)-(4-(4-chloropyrazolo[1,5-a]pyridin-2-yl)-6,7-dihydro-1H-imidazo[4,5-c]pyridin-5(4H)-yl)(5-(2-hydroxypropan-2-yl)-1,3,4-oxadiazol-2-yl)methanone